CC(C=O)CC1=C(C=CC=C1)C(C)(C)C 2-methyl-3-(tert-butylphenyl)propionaldehyde